Cl.CC1(C[C@@H]2SCC[C@@H](C(N2[C@@H]1C(=O)N[C@H](CCC(=O)O)C1=CC=CC=C1)=O)NC([C@H](C)NC)=O)C (R)-4-((4S,7S,9aS)-8,8-dimethyl-4-((S)-2-(methylamino)propanamido)-5-oxooctahydropyrrolo[2,1-b][1,3]thiazepine-7-carboxamido)-4-phenylbutanoic acid hydrochloride